bis(cyclopentadienyl)bis[2,6-difluoro-3-(N-ethylacetamido)phenyl]titanium C1(C=CC=C1)[Ti](C1=C(C(=CC=C1F)N(C(C)=O)CC)F)(C1=C(C(=CC=C1F)N(C(C)=O)CC)F)C1C=CC=C1